(Z)-3-(Cyclohexylthio)-1-phenyl-3-(trimethylsilyl)prop-2-en-1-one C1(CCCCC1)S\C(=C/C(=O)C1=CC=CC=C1)\[Si](C)(C)C